6-bromo-4,4-difluorochromane BrC=1C=C2C(CCOC2=CC1)(F)F